3-oxo-3,4-dihydro-2H-benzo[b][1,4]oxazine-6-carbonitrile O=C1NC2=C(OC1)C=CC(=C2)C#N